9-(3-(4-(dibenzo[B,D]furan-3-yl)-6-phenyl-1,3,5-triazin-2-yl)-[1,1'-biphenyl]-2-yl)-2-phenyl-9H-carbazole C1=CC(=CC=2OC3=C(C21)C=CC=C3)C3=NC(=NC(=N3)C3=CC=CC=C3)C=3C(=C(C=CC3)C3=CC=CC=C3)N3C2=CC=CC=C2C=2C=CC(=CC32)C3=CC=CC=C3